phenyl-benzoamide C1(=CC=CC=C1)C1=C(C(=O)N)C=CC=C1